C(C)(C)(C)OC(=O)NC1=CC(=NC=N1)NC1=CC(=C2N(C1=O)C1(CCN(CC1)C(=O)OC(C)(C)C)NC2=O)Cl tert-butyl 6-[[6-(tert-butoxycarbonylamino) pyrimidin-4-yl] amino]-8-chloro-1,5-dioxo-spiro[2H-imidazo[1,5-a]pyridine-3,4'-piperidine]-1'-carboxylate